ClC1=CC2=C(N(C(N=C2N2C3CN(C(C2)CC3)C(=O)OC(C)(C)C)=O)C=3C(=NC=CC3C)C(C)C)N=C1C1=C(C=CC(=C1)C)F tert-butyl 5-(6-chloro-7-(2-fluoro-5-methylphenyl)-1-(2-isopropyl-4-methylpyridin-3-yl)-2-oxo-1,2-dihydropyrido[2,3-d]pyrimidin-4-yl)-2,5-diazabicyclo[2.2.2]octane-2-carboxylate